O1C(=NC2=C1C=CC=C2)NC=2NC(=C(C(N2)C2=C(C=CC=C2)Cl)C(=O)NC2=CC(=CC=C2)F)C 2-(benzo[d]oxazol-2-ylamino)-4-(2-chlorophenyl)-N-(3-fluorophenyl)-6-methyl-1,4-dihydropyrimidine-5-carboxamide